tert-butyl N-[(R)-[(3R)-7-(1-methylpyrazol-4-yl)-2-oxo-1H-pyrido[2,3-b][1,4]oxazin-3-yl]-phenyl-methyl]carbamate CN1N=CC(=C1)C1=CC2=C(O[C@@H](C(N2)=O)[C@H](NC(OC(C)(C)C)=O)C2=CC=CC=C2)N=C1